(S)-4-[1-(2,3-dimethylphenyl)-ethyl]-1H-imidazole CC1=C(C=CC=C1C)[C@H](C)C=1N=CNC1